4-((2s,5r)-4-propenoyl-2,5-dimethylpiperazin-1-yl)-1-(4,6-diisopropylpyrimidin-5-yl)-6-fluoro-7-(2-fluorophenyl)pyrido[2,3-d]pyrimidin-2(1H)-one C(C=C)(=O)N1C[C@@H](N(C[C@H]1C)C=1C2=C(N(C(N1)=O)C=1C(=NC=NC1C(C)C)C(C)C)N=C(C(=C2)F)C2=C(C=CC=C2)F)C